FC1CCN(CC1)C(=O)C=1C(=C2C(=NC1)N(C=C2)C2=NC=CN=C2)C (4-fluoropiperidin-1-yl)(4-methyl-1-(pyrazin-2-yl)-1H-pyrrolo[2,3-b]pyridin-5-yl)methanone